C(C)OC(=C)C1=CC(=C2C=CC=NC2=C1)C1(CC1)C=1C(=C(C(=O)N)C=C(C1)OCC1N(CC1)C)C (1-(7-(1-ethoxyvinyl)quinolin-5-yl)cyclopropyl)-2-methyl-5-((1-methylazetidin-2-yl)methoxy)benzamide